N-(4-(tert-butyl)phenyl)naphthalen-2-amine C(C)(C)(C)C1=CC=C(C=C1)NC1=CC2=CC=CC=C2C=C1